[(Hydroxyamino)carbonyl]-4-[(4-methoxyphenyl)sulfonyl]-1-piperazinecarboxylic acid phenylmethyl ester C1(=CC=CC=C1)COC(=O)N1C(CN(CC1)S(=O)(=O)C1=CC=C(C=C1)OC)C(=O)NO